C(C)(C)(C)C=1C=C(CC(CSCC(CC2=CC(=C(C(=C2)C(C)(C)C)O)C(C)(C)C)(C(=O)O)C)(C(=O)O)C)C=C(C1O)C(C)(C)C bis[(β-(3,5-di-tert-butyl-4-hydroxybenzyl)-methylcarboxyethyl)] sulfide